ClC=1C=C(C=CC1C(=O)N1CCC(CC1)CCC(C)(C)N(C)C)NC(=O)C=1N(C(=CN1)C=1C(=NN(C1)CC)C(F)(F)F)C N-(3-chloro-4-(4-(3-(dimethylamino)-3-methylbutyl)piperidine-1-carbonyl)phenyl)-5-(1-ethyl-3-(trifluoromethyl)-1H-pyrazol-4-yl)-1-methyl-1H-imidazole-2-carboxamide